C(=CC1=CC=CC=C1)S(=O)(=O)[O-].[Ag+] silver (I) styrenesulfonate